N-(3-fluoro-4-((3-((4-hydroxy-1-methoxybutan-2-yl)amino)-1H-pyrazolo[3,4-b]pyridin-4-yl)oxy)phenyl)-2-(4-fluorophenyl)-3-oxo-2,3-dihydropyridazine-4-carboxamide FC=1C=C(C=CC1OC1=C2C(=NC=C1)NN=C2NC(COC)CCO)NC(=O)C=2C(N(N=CC2)C2=CC=C(C=C2)F)=O